O=C1C(CC2(OCCO2)CC1)CCC(=O)OC methyl 3-(8-oxo-1,4-dioxaspiro[4.5]decan-7-yl)propanoate